4-allyl-6-bromopyrocatechol C(C=C)C=1C=C(C(O)=C(C1)Br)O